4a-(4-(trifluoromethyl)phenyl)octahydro-2H-benzo[b][1,4]oxazine FC(C1=CC=C(C=C1)C12C(OCCN1)CCCC2)(F)F